ClC1=C(\C=N\O[C@H](C(=O)OC)C)C=C(C(=C1)F)N1C(N(C(=CC1=O)C(F)(F)F)C)=O methyl (2S)-2-{[(E)-{2-chloro-4-fluoro-5-[3-methyl-2,6-dioxo-4-(trifluoromethyl)-3,6-dihydropyrimidin-1(2H)-yl]benzylidene}amino] oxy}propanoate